FC1CN(C1)C=1C=C(C=CC1)C(C(=O)NC=1SC(=NN1)N[C@H]1CN(CC1)C=1N=NC(=CC1)F)OC 2-[3-(3-fluoroazetidin-1-yl)phenyl]-N-[5-[[(3R)-1-(6-fluoropyridazin-3-yl)pyrrolidin-3-yl]amino]-1,3,4-thiadiazol-2-yl]-2-methoxy-acetamide